N[C@@H](C)[C@@H]1C[C@@H](CC1)NC(OC(C)(C)C)=O tert-Butyl {(1R,3S)-3-[(1S)-1-aminoethyl]cyclopentyl}carbamate